[N].O.[Al] aluminium water nitrogen